C1(=CC=CC=C1)S(=O)(=O)OC=1N=CC2=CC=CC=C2C1 isoquinolin-3-yl benzenesulfonate